C(C1=CC=CC=C1)O[C@@H]1[C@H](O[C@H](C1)OC)COCC1=CC=CC=C1 (2R,3S,5R)-3-(benzyloxy)-2-((benzyloxy)methyl)-5-methoxytetrahydrofuran